FC=1C=NC(=NC1)[C@@H](C)NC(=O)[C@@H]1CN(CC[C@H]1NC(=O)C1=NOC(=C1)C1=C(C=C(C=C1)F)F)C1CCCCC1 (3R,4R)-1-Cyclohexyl-4-{[5-(2,4-difluoro-phenyl)-isoxazole-3-carbonyl]-amino}-piperidine-3-carboxylic acid [(R)-1-(5-fluoro-pyrimidin-2-yl)-ethyl]-amide